[(Z)-(5-methyl-4-oxo-2-propan-2-ylcyclohexa-2,5-dien-1-ylidene)amino] benzenesulfonate C1(=CC=CC=C1)S(=O)(=O)O\N=C\1/C(=CC(C(=C1)C)=O)C(C)C